[63Cu] The molecule is the stable isotope of copper with relative atomic mass 62.929601, 69.2 atom percent natural abundance and nuclear spin 3/2.